C(=O)C1N(C(CC1)CC1CCC(CC1)OC)C(=O)[O-] 2-formyl-5-(((1r,4S)-4-methoxy-cyclohexyl)methyl)pyrrolidine-1-carboxylate